Cl.NC(CCC(=O)OC)C(=O)N methyl 4,5-diamino-5-oxopentanoate hydrochloride